3-((7-(5-chloro-3-fluoro-1-(((R)-morpholin-2-yl)methyl)-1H-indol-7-yl)thieno[3,2-b]pyridin-2-yl)methyl)-6,6-dimethyl-3-azabicyclo[3.1.0]hexane-2,4-dione ClC=1C=C2C(=CN(C2=C(C1)C1=C2C(=NC=C1)C=C(S2)CN2C(C1C(C1C2=O)(C)C)=O)C[C@H]2CNCCO2)F